CC1=C(C=CC(=C1)C)C=1C=C2C=NN(C(C2=CC1)=O)C1=NC=CC=C1 6-(2,4-Dimethylphenyl)-2-(pyridin-2-yl)phthalazin-1(2H)-one